C(C1=CC=CC=C1)N1C(=NC2=C1C=CC=C2)CCCCC 1-benzyl-2-pentyl-benzo[d]imidazole